ClC1=CN(NC=C1OCC1=CC=C(C=C1)COCCF)C 4-chloro-5-((4-((2-fluoroethoxy)methyl)benzyl)oxy)-2-methylpyridazin